(2S,3R,4R,5S)-2-(difluoromethyl)-1-phenethylpiperidine FC([C@H]1N(CCCC1)CCC1=CC=CC=C1)F